C(#N)COC=1C(=NC(=NC1OC)NS(=O)(=O)C1=CNC2=NC(=CC=C21)C(F)F)OC N-[5-(cyanomethoxy)-4,6-dimethoxy-pyrimidin-2-yl]-6-(difluoromethyl)-1H-pyrrolo[2,3-b]pyridine-3-sulfonamide